3-methyl-6-(5-(methyl(1-(1-methyl-1H-pyrazole-4-carbonyl)azetidin-3-yl)amino)pyridin-3-yl)benzo[d]thiazol-2(3H)-one CN1C(SC2=C1C=CC(=C2)C=2C=NC=C(C2)N(C2CN(C2)C(=O)C=2C=NN(C2)C)C)=O